OC=1C=C2CN(C(C2=CC1)=O)C 5-hydroxy-2-methyl-2,3-dihydro-isoindol-1-one